N-((R)-1-(3-(difluoromethyl)-2-fluorophenyl)ethyl)-1-((1s,3S)-3-fluorocyclobutyl)-4-(((1R,5S,6s)-3-methyl-3-azabicyclo[3.1.0]hexan-6-yl)amino)-6-oxo-1,6-dihydropyridine-3-carboxamide FC(C=1C(=C(C=CC1)[C@@H](C)NC(=O)C1=CN(C(C=C1NC1[C@@H]2CN(C[C@H]12)C)=O)C1CC(C1)F)F)F